N,N-dimethylglycinoyl chloride CN(CC(=O)Cl)C